(2,3-Dihydrobenzofuran-5-yl)propionic acid O1CCC2=C1C=CC(=C2)C(C(=O)O)C